sodium (3S,5R,E)-7-(3-(4-fluorophenyl)-1-isopropyl-7-methyl-1H-indol-2-yl)-3,5-dihydroxyhept-6-enoate FC1=CC=C(C=C1)C1=C(N(C2=C(C=CC=C12)C)C(C)C)/C=C/[C@@H](C[C@@H](CC(=O)[O-])O)O.[Na+]